O1CCC(CC1)NC(O[C@@H]1C[C@@H](CC1)C1=CC(=NN1)NC(CC1=CC=C(C=C1)OC)=O)=O (1S,3R)-3-(3-{[(4-meth-oxyphenyl)acetyl]amino}-1H-pyrazol-5-yl)cyclopentyl tetrahydro-2H-pyran-4-ylcarbamate